3-(5-(2-(((S)-1,4-dioxan-2-yl)methoxy)-3-fluoropyridin-4-yl)-1H-imidazol-2-yl)-7-(3-chloro-2-fluoro-6-(1H-tetrazol-1-yl)phenyl)-2,3,8,8a-tetrahydroindolizin-5(1H)-one O1[C@@H](COCC1)COC1=NC=CC(=C1F)C1=CN=C(N1)C1CCC2CC(=CC(N12)=O)C1=C(C(=CC=C1N1N=NN=C1)Cl)F